C(#N)C=1C=C(C=CC1OC)[C@@H]1CC[C@H](CC1)CN(C(=O)[C@@H]1CC[C@H](CC1)C(=O)O)C1=CC(=CC=C1)C=1C=NN(C1)C1CC1 trans-4-(((trans-4-(3-Cyano-4-methoxyphenyl)cyclohexyl)methyl)(3-(1-cyclopropyl-1H-pyrazol-4-yl)phenyl)carbamoyl)cyclohexanecarboxylic acid